N-(2-hydroxyethyl)-3-(2-(1-methyl-1H-pyrazol-4-yl)furo[3,2-b]pyridin-7-yl)benzenesulfonamide OCCNS(=O)(=O)C1=CC(=CC=C1)C1=C2C(=NC=C1)C=C(O2)C=2C=NN(C2)C